CC1=CC(=CC=2OC[C@H]3N(C21)CCNC3)N3C(NC(CC3)=O)=O (S)-1-(10-methyl-1,2,3,4,4a,5-hexahydrobenzo[b]pyrazino[1,2-d][1,4]oxazin-8-yl)dihydropyrimidine-2,4(1H,3H)-dione